(S)-3-((3-(ethoxymethyl)-3-(2-(thiophen-2-yl)ethyl)pyrrolidin-1-yl)methyl)-2-methylpyridine C(C)OC[C@@]1(CN(CC1)CC=1C(=NC=CC1)C)CCC=1SC=CC1